3-methylhexane-2-ol CC(C(C)O)CCC